FC=1C=C2C(N(C(=NC2=CC1F)C)C1=CC=C(C=C1)NC(CC1=CC(=NC(=C1)C)C)=O)=O N-(4-(6,7-difluoro-2-methyl-4-oxoquinazolin-3(4H)-yl)phenyl)-2-(2,6-dimethylpyridin-4-yl)acetamide